3-Oxetanemethanol Z-pyrrole-2-carboxylate N1C(=CC=C1)C(=O)OCC1COC1